N-(1-amino-3,3-dimethyl-1-oxobutan-2-yl)-1-amyl-1H-indole-3-carboxamide NC(C(C(C)(C)C)NC(=O)C1=CN(C2=CC=CC=C12)CCCCC)=O